C(C)(C)(C)OC(NC1=C(C=C(C=C1)S(=O)(=O)C)P(=O)(C)C)=O (2-(dimethylphosphoryl)-4-(methylsulfonyl)phenyl)carbamic acid tert-butyl ester